C(C1=CC=CC=C1)[C@H](C(=O)N[C@H](C(=O)NC(C[C@H]1C(NCC1)=O)C(C(=O)NC1CC1)=O)CC(C)(C)C)C(F)(F)F (2S)-2-((R)-2-Benzyl-3,3,3-trifluoropropanamido)-N-(4-(cyclopropylamino)-3,4-dioxo-1-((S)-2-oxopyrrolidin-3-yl)butan-2-yl)-4,4-dimethyl-1-pentanamid